CC1=CC(=C(C=C1)Cl)O Chloro-M-Cresol